(R)-N-(1-phenyl-2-(quinolin-2-yl)-ethyl)cyclopropanecarboxamide C1(=CC=CC=C1)[C@@H](CC1=NC2=CC=CC=C2C=C1)NC(=O)C1CC1